CC(CN1N=CC(=C1)C=1C=CC(=NC1C1=CC=2N(C=C1)N=C(N2)COC)C#N)(C)C 5-[1-(2,2-dimethylpropyl)-1H-pyrazol-4-yl]-6-[2-(methoxymethyl)[1,2,4]triazolo[1,5-a]pyridin-7-yl]pyridine-2-carbonitrile